FC(C(C(F)F)F)(F)F 1,1,1,2,3,3-hexafluoropropane